(4-((tert-butyldiphenylsilyl)oxy)phenyl)-1-methyl-1H-imidazole [Si](C1=CC=CC=C1)(C1=CC=CC=C1)(C(C)(C)C)OC1=CC=C(C=C1)C=1N(C=CN1)C